hydrogen sulfate monosulfate S(=O)(=O)(O)O.S(=O)(=O)(O)O